(3AS,4R,6aR)-4-(6-chloro-9H-purin-9-yl)-2,2-dimethyl-3a,6a-dihydro-4H-cyclopenta[d][1,3]dioxole-6-carbaldehyde ClC1=C2N=CN(C2=NC=N1)[C@@H]1C=C([C@H]2OC(O[C@H]21)(C)C)C=O